5-formyl-4-methyl-1-(2-(4-(methylsulfonyl)-1,4-diazepan-1-yl)propyl)-1H-indole-2-carbonitrile C(=O)C=1C(=C2C=C(N(C2=CC1)CC(C)N1CCN(CCC1)S(=O)(=O)C)C#N)C